rel-2-((3R,4R)-4-((4-(ethyl(4-(trifluoromethyl)benzyl)amino)-7H-pyrrolo[2,3-d]pyrimidin-7-yl)methyl)-3-hydroxypiperidin-1-yl)acetamide C(C)N(C=1C2=C(N=CN1)N(C=C2)C[C@@H]2[C@H](CN(CC2)CC(=O)N)O)CC2=CC=C(C=C2)C(F)(F)F |o1:13,14|